1,3-bis(N,N-diglycidyl-aminoethyl)benzene C(C1CO1)N(CC1CO1)CCC1=CC(=CC=C1)CCN(CC1CO1)CC1CO1